(3,5-Ditrifluoromethylphenyl)-3-((2,6-dimethylphenyl)aminocarbonyl)-9-hydroxy-1,8-dioxo-1,3,4,8-tetrahydro-2H-pyrido[1,2-a]pyrazine-7-carboxylic acid FC(C=1C=C(C=C(C1)C(F)(F)F)N1C(C=2N(CC1C(=O)NC1=C(C=CC=C1C)C)C=C(C(C2O)=O)C(=O)O)=O)(F)F